2,7-dibromo-9,9-di(6-((4-vinylbenzyl)oxy)naphthalene-2-yl)-9H-fluorene BrC1=CC=2C(C3=CC(=CC=C3C2C=C1)Br)(C1=CC2=CC=C(C=C2C=C1)OCC1=CC=C(C=C1)C=C)C1=CC2=CC=C(C=C2C=C1)OCC1=CC=C(C=C1)C=C